4-amino-N-((3S)-6-((S)-N,S-dimethylsulfonimidoyl)-2,3-dihydro-1-benzofuran-3-yl)-7-fluoro-N-methyl-1,3-dihydrofuro[3,4-c]quinoline-8-carboxamide NC1=NC=2C=C(C(=CC2C2=C1COC2)C(=O)N(C)[C@@H]2COC1=C2C=CC(=C1)[S@](=O)(=NC)C)F